N-[8-(methylamino)-5-(5-nitro-1,3-benzoxazol-2-yl)-2,7-naphthyridin-3-yl]cyclopropanecarboxamide CNC=1N=CC(=C2C=C(N=CC12)NC(=O)C1CC1)C=1OC2=C(N1)C=C(C=C2)[N+](=O)[O-]